N=1N(N=CC1)C1=NC(=NC=C1)OC1=CC=C(C=C1)C(C)(C)C1=CC=C(OC2CC(C2)NC=2C=C3C(N(C(C3=CC2)=O)C2C(NC(CC2)=O)=O)=O)C=C1 5-(((1r,3r)-3-(4-(2-(4-((4-(2H-1,2,3-triazol-2-yl)pyrimidin-2-yl)oxy)phenyl)propan-2-yl)phenoxy)cyclobutyl)amino)-2-(2,6-dioxopiperidin-3-yl)isoindol-1,3-dione